CC=1N=C(SC1CSC1=CC(=C(OCC(=O)O)C=C1)C)C1=CC=C(C=C1)C(F)(F)F {4-[({4-methyl-2-[4-(trifluoromethyl)phenyl]-1,3-thiazol-5-yl}methyl)sulfanyl]-2-methylphenoxy}acetic acid